ethyl 4,6-difluoro-5-trimethylsilyl-pyrrolo[2,3-b]pyridine-1-carboxylate FC1=C2C(=NC(=C1[Si](C)(C)C)F)N(C=C2)C(=O)OCC